N-[[6-(2-Tetrahydropyran-4-ylethoxy)-2-pyridyl]sulfonyl]-2-(2,2,4-trimethylpyrrolidin-1-yl)pyridin-3-carboxamid O1CCC(CC1)CCOC1=CC=CC(=N1)S(=O)(=O)NC(=O)C=1C(=NC=CC1)N1C(CC(C1)C)(C)C